9-hydroxy-2,3,4,8-tetrahydro-1H-pyrido[1,2-a]pyrazine-1,8-dione OC=1C(C=CN2C1C(NCC2)=O)=O